5-(((trans-3-(4-(6-(azetidin-3-yl)pyridin-2-yl)-3-cyclopropyl-1H-pyrazol-1-yl)cyclobutyl)methyl)amino)-2-(2,6-dioxopiperidin-3-yl)isoindoline-1,3-dione N1CC(C1)C1=CC=CC(=N1)C=1C(=NN(C1)[C@@H]1C[C@H](C1)CNC=1C=C2C(N(C(C2=CC1)=O)C1C(NC(CC1)=O)=O)=O)C1CC1